(±)-trans-4-(4-methoxyphenyl)-2-oxo-1-azaspiro[4.5]decane-3-carboxylic acid COC1=CC=C(C=C1)[C@H]1[C@@H](C(NC12CCCCC2)=O)C(=O)O |r|